COC1=NN(C=C1B(O)O)S(=O)(=O)C1=CC=C(C=C1)C [3-methoxy-1-(p-tolylsulfonyl)pyrazol-4-yl]boronic acid